pent-4-yn-1-ylboric acid C(CCC#C)OB(O)O